FC1(C(C1)(C)C1=CC=C(C=N1)C=1N=C2SCCCN2C(C1C#N)=O)F 8-[6-(2,2-difluoro-1-methyl-cyclopropyl)pyridin-3-yl]-6-oxo-2H,3H,4H,6H-pyrimido[2,1-b][1,3]thiazine-7-carbonitrile